succinimidyl-leucine C1(CCC(N1N[C@@H](CC(C)C)C(=O)O)=O)=O